1-[8-amino-5-chloro-6-(4-methyl-3-pyridinyl)-3-isoquinolinyl]-3-methyl-urea NC=1C=C(C(=C2C=C(N=CC12)NC(=O)NC)Cl)C=1C=NC=CC1C